ethyl (E)-4-((tert-butoxycarbonyl)(2-(4-iodophenoxy) ethyl)amino)but-2-enoate C(C)(C)(C)OC(=O)N(C/C=C/C(=O)OCC)CCOC1=CC=C(C=C1)I